tert-butyl N-[3-[2-(2-morpholinoethyl)-7-(4,4,5,5-tetramethyl-1,3,2-dioxaborolan-2-yl)benzimidazol-1-yl]propyl]carbamate O1CCN(CC1)CCC1=NC2=C(N1CCCNC(OC(C)(C)C)=O)C(=CC=C2)B2OC(C(O2)(C)C)(C)C